CC=1N=C(C=2N=CN([C@H]3[C@H](S)[C@H](O)[C@@H](CO)O3)C2N1)N L-2-methylthioadenosine